5-methoxy-8,8-dimethyl-2-(4-morpholinophenyl)-4H,8H-pyrano[2,3-f]chromen-4-one COC1=C2C(=C3C=CC(OC3=C1)(C)C)OC(=CC2=O)C2=CC=C(C=C2)N2CCOCC2